(thiophen-2-yl)-5,6-dihydro-4H-1,3-oxazine S1C(=CC=C1)C=1OCCCN1